2-amino-5-{2-[(1S)-1-cyclopropylethyl]-1-oxo-7-(trifluoromethoxy)-2,3-dihydro-1H-isoindol-5-yl}-N-[(2R)-1-hydroxypropan-2-yl]pyrazolo[1,5-a]pyrimidine-3-carboxamide NC1=NN2C(N=C(C=C2)C=2C=C3CN(C(C3=C(C2)OC(F)(F)F)=O)[C@@H](C)C2CC2)=C1C(=O)N[C@@H](CO)C